C(#N)C1(COC1)C1=CC=2N(C=C1)C(=CN2)C2=CC(=C(C(=O)N[C@H]1[C@H](C1)F)C(=C2)OC)OC(F)F 4-[7-(3-cyanooxetan-3-yl)imidazo[1,2-a]pyridin-3-yl]-2-(difluoromethoxy)-N-[(1R,2S)-2-fluorocyclopropyl]-6-methoxybenzamide